[N-](S(=O)(=O)C(F)(F)F)S(=O)(=O)C(F)(F)F.C(CCCCCCC)N1C=NC=C1 1-octylimidazole bistrifluoromethanesulfonimide salt